Cl.Cl.Cl.Cl.NC=1C=C(C=CC1N)C1=CC(=C(N)C=C1)N (3,3'-diaminobenzidine)-Tetrahydrochloride